COC1=C(C(=NN1)C1=NC(=CC=C1)C)C=1N=C2C=C(C=NC2=CC1)NC(OC)=O methyl (6-(5-methoxy-3-(6-methylpyridin-2-yl)-1H-pyrazol-4-yl)-1,5-naphthyridin-3-yl)carbamate